COC=1C=C(C=C(C1)OC)C#CC=1N=C(N2C1C(=NC=C2)N)[C@H]2CN(CC2)C(\C=C\C)=O (R)-(E)-1-((3,5-dimethoxyphenyl)ethynyl)-3-(1-but-2-enoylpyrrolidin-3-yl)imidazo[1,5-a]pyrazin-8-amine